FC1=C(C=CC=C1CN1C(OC2=C(C1)C=CC(=C2)I)=O)NC(OC(C)(C)C)=O tert-butyl N-{2-fluoro-3-[(7-iodo-2-oxo-3,4-dihydro-2H-1,3-benzoxazin-3-yl)methyl]phenyl}carbamate